COC12C(CC(CC1)O2)C(=O)NC methoxy-N-methyl-7-oxabicyclo[2.2.1]heptane-2-carboxamide